FC=1C=CC(=C2C=C(NC(C12)=O)CCC(=O)N1C2CN(CC1CC2)C2=NC=C(C#N)C=C2)C 6-(8-(3-(8-fluoro-5-methyl-1-oxo-1,2-dihydroisoquinolin-3-yl)propanoyl)-3,8-diazabicyclo[3.2.1]octan-3-yl)nicotinonitrile